2-(5-((tert-butyldimethylsilyl)oxy)-2-hydroxypent-3-yn-1-yl)isoindoline-1,3-dione [Si](C)(C)(C(C)(C)C)OCC#CC(CN1C(C2=CC=CC=C2C1=O)=O)O